1-ethyl-1-((R)-1-(4-(7-ethylpyrazolo[1,5-a]pyridin-5-yl)-5-methoxypyridin-2-yl)ethyl)-3-((S)-1,1,1,5,5,5-hexafluoropentan-2-yl)urea C(C)N(C(=O)N[C@H](C(F)(F)F)CCC(F)(F)F)[C@H](C)C1=NC=C(C(=C1)C1=CC=2N(C(=C1)CC)N=CC2)OC